Cl.NCCOCCOCCOCCNC1=C2C(N(C(C2=CC=C1)=O)C1C(NC(CC1)=O)=O)=O 4-[2-[2-[2-(2-aminoethoxy)ethoxy]ethoxy]ethylamino]-2-(2,6-dioxo-3-piperidyl)isoindoline-1,3-dione hydrochloride